tetramethyl-O-(benzotriazol-1-yl)uronium tetrafluoroborate F[B-](F)(F)F.CN(C(=[N+](C)C)ON1N=NC2=C1C=CC=C2)C